6-[[6-(3-Fluoro-5-isobutoxyphenyl)-2-(2,4,6-trimethylphenoxy)pyridin-3-carbonyl]sulfamoyl]pyridin FC=1C=C(C=C(C1)OCC(C)C)C1=CC=C(C(=N1)OC1=C(C=C(C=C1C)C)C)C(=O)NS(=O)(=O)C1=CC=CC=N1